(S)-(1-bromoethyl)benzene Br[C@@H](C)C1=CC=CC=C1